N-[(1S)-1-[[(1S)-2-amino-1-[(3-methylimidazol-4-yl)methyl]-2-oxo-ethyl]carbamoyl]-3-methyl-butyl]-4-methoxy-1H-indole-2-carboxamide NC([C@H](CC=1N(C=NC1)C)NC(=O)[C@H](CC(C)C)NC(=O)C=1NC2=CC=CC(=C2C1)OC)=O